C(C)[Si](O[Si](OCC)(CC)CC)(OCC)CC 1,1,3,3-tetraethyl-1,3-diethoxydisiloxane